N-(2-chloro-4-fluoro-3-((5-fluoro-3-methyl-4-oxo-3,4-dihydroquinazolin-6-yl)amino)phenyl)-3-Azabicyclo[3.1.0]Hexane-3-sulfonamide trifluoroacetate salt FC(C(=O)O)(F)F.ClC1=C(C=CC(=C1NC=1C(=C2C(N(C=NC2=CC1)C)=O)F)F)NS(=O)(=O)N1CC2CC2C1